FC1=NC=CC(=C1N1CCC(CC1)C1=CC=2C(=NC=CN2)N(C1=O)CC1=NC=CN=C1C)C 7-(1-(2-fluoro-4-methylpyridin-3-yl)piperidin-4-yl)-5-((3-methylpyrazin-2-yl)methyl)pyrido[2,3-b]pyrazin-6(5H)-one